OCCOC=1C(=NC=CC1)C#N 3-(2-hydroxyethoxy)pyridine-2-carbonitrile